(19R)-22-amino-3-ethyl-16-fluoro-19-methyl-20-oxa-3,4,11,12,23-pentaazapentacyclo[19.3.1.02,6.08,12.013,18]pentacosa-1(24),2(6),4,8,10,13,15,17,21(25),22-decaene-9-carbonitrile NC=1C=2O[C@@H](C3=CC(=CC=C3N3N=CC(=C3CC=3C=NN(C3C(=CN1)C2)CC)C#N)F)C